N-(4-methyl-1,1-dioxidotetrahydro-2H-thiopyran-4-yl)-6-((3-(2,2,2-trifluoroethoxy)pyridin-2-yl)oxy)oxazolo[4,5-b]pyridine-2-carboxamide CC1(CCS(CC1)(=O)=O)NC(=O)C=1OC=2C(=NC=C(C2)OC2=NC=CC=C2OCC(F)(F)F)N1